Cl.ClC1=C(C=2CC3(N(C2C=C1F)CCNC3)C3=CC(=CC=C3)F)C3=C(C(=O)N)C=CC(=C3F)OCCO (2S)-2-(8-chloro-7-fluoro-10a-(3-fluorophenyl)-1,2,3,4,10,10a-hexahydropyrazino[1,2-a]indol-9-yl)-3-fluoro-4-(2-hydroxyethoxy)benzamide hydrochloride